N1C(CNC(C1)=O)=O Piperazine-2,5-dione